4-(2-(2-(2-isopropylphenyl)-4-methylpiperazin-1-yl)-7-azaspiro[3.5]non-7-yl)benzoic acid methyl ester COC(C1=CC=C(C=C1)N1CCC2(CC(C2)N2C(CN(CC2)C)C2=C(C=CC=C2)C(C)C)CC1)=O